7,7-dimethyl-2-(methylthio)-5,7-dihydrofuro[3,4-d]pyrimidin-5-ol CC1(OC(C2=C1N=C(N=C2)SC)O)C